FC1=CC(=CC2=C1N(C=N2)C)OC2=C(C=C(C=C2)NC2=NC=NC1=C2N=C(N=C1)N1C[C@H](N(CC1)C(C=C)=O)C)C (R)-1-(4-(8-((4-((7-fluoro-1-methyl-1H-benzo[d]imidazol-5-yl)oxy)-3-methylphenyl)amino)pyrimido[5,4-d]pyrimidin-2-yl)-2-methylpiperazin-1-yl)prop-2-en-1-one